tungsten-barium xenon 1-(2,4-difluorophenyl)-3-(isoquinolin-4-yl)-2-oxoimidazolidine-4-carbonitrile FC1=C(C=CC(=C1)F)N1C(N(C(C1)C#N)C1=CN=CC2=CC=CC=C12)=O.[Xe].[Ba].[W]